(2-aminoethyl)-3-bromopyridinium chloride hydrochloride Cl.[Cl-].NCC[N+]1=CC(=CC=C1)Br